5-(4-Ethylphenylsulfonamido)-2-methylnaphtho[1,2-b]furan-3-carboxylic acid 2-methoxyethyl ester COCCOC(=O)C=1C2=C(OC1C)C1=CC=CC=C1C(=C2)NS(=O)(=O)C2=CC=C(C=C2)CC